ClC1=C(C=C(C=C1C(=O)N1[C@@H](C=2C(CC1)=C(N(N2)C)C2=CC(=C(C(=C2)F)F)F)C)F)C=2C=C(NC2)C#N 4-[2-chloro-3-[(7R)-2,7-dimethyl-3-(3,4,5-trifluorophenyl)-5,7-dihydro-4H-pyrazolo[3,4-c]pyridine-6-carbonyl]-5-fluoro-phenyl]-1H-pyrrole-2-carbonitrile